NC1=NC=C(C2=C1C(=C(N2C)C2=CC=C(C=C2)NC(C(=C)F)=O)C2=CC(=C(C(=O)NCC(F)(F)F)C=C2)OC)C#CC(=O)N2CCOCCC2 4-(4-amino-2-{4-[(2-fluoro-1-oxoprop-2-enyl)amino]phenyl}-1-methyl-7-[3-(1,4-oxazepan-4-yl)-3-oxoprop-1-ynyl]pyrrolo[3,2-c]pyridin-3-yl)-2-methoxy-N-(2,2,2-trifluoroethyl)benzamide